CNC(=O)C1=CC(=NC2=CC=CN=C12)C1=CC=C(C=C1)[N+](=O)[O-] N-Methyl-2-(4-nitrophenyl)-1,5-naphthyridine-4-carboxamide